cyclohexane-1,4-dicarboxaldehyde C1(CCC(CC1)C=O)C=O